cyclopropyl-(2-oxo-2-phenylethyl)carbamic acid tert-butyl ester C(C)(C)(C)OC(N(CC(C1=CC=CC=C1)=O)C1CC1)=O